4-(3-bromo-1-(4-methoxyphenyl)-3-(ferrocenyl)allyl)-2,6-di-tert-butylphenol BrC(=CC(C1=CC=C(C=C1)OC)C1=CC(=C(C(=C1)C(C)(C)C)O)C(C)(C)C)[C-]1C=CC=C1.[CH-]1C=CC=C1.[Fe+2]